4-Benzylidenepyrazolone C1=CC=C(C=C1)/C=C/2\C=NNC2=O